C(C)(C)(C)NC(C(C)SC=1OC(=C(N1)C1=CC=CC=C1)C1=CC=CC=C1)=O N-tert-butyl-2-(4,5-diphenyloxazol-2-yl)sulfanylpropanamide